NC1=CC=C(C=C1)C(C1=CC=C(N)C=C1)=C1C=CC(C=C1)=NC 4-[(4-aminophenyl)-(4-methyliminocyclohexa-2,5-dien-1-ylidene)methyl]aniline